[NH4+].OC(O)C(C(=O)[O-])C dihydroxymethylpropionic acid ammonium salt